C(=C)[N+]1=CNC=C1 monovinylimidazolium